2,2',2''-(10-((4-fluoropyridin-2-yl)methyl)-1,4,7,10-tetraazacyclododecane-1,4,7-triyl)triacetic acid FC1=CC(=NC=C1)CN1CCN(CCN(CCN(CC1)CC(=O)O)CC(=O)O)CC(=O)O